Cl.N[C@H](C(=O)OC(C(NC(C)C)=O)C)CC1=CC(=CC=C1)S(=O)(=O)N1CC(C1)(C1=CC=CC=C1)OC1=CC=C(C=C1)C#N 1-Oxo-1-[(propan-2-yl)amino]propan-2-yl (2S)-2-amino-3-{3-[3-(4-cyanophenoxy)-3-phenylazetidin-1-sulfonyl]phenyl}propanoate monohydrochloride